C(C)(=O)O[C@H](COC1=C(C=C(C=C1Cl)C(C)(C)C1=CC=C(C=C1)OC[C@H](CNS(=O)(=O)C)OC(C)=O)Cl)CCl (R)-1-(4-(2-(4-((S)-2-acetoxy-3-(methylsulfonamido)propoxy)phenyl) propan-2-yl)-2,6-dichlorophenoxy)-3-chloropropan-2-yl acetate